(R)-1-(1-(4-(difluoromethyl)benzyl)-1H-benzo[d]imidazol-2-yl)piperidin-3-amine FC(C1=CC=C(CN2C(=NC3=C2C=CC=C3)N3C[C@@H](CCC3)N)C=C1)F